2-[methylenebis(phenylethoxymethylene)] bisethylene oxide C(C(OCCC1=CC=CC=C1)C=C)C(OCCC1=CC=CC=C1)C1CO1